4-((2R,6S)-4-(3-Amino-6-(2-hydroxyphenyl)pyridazin-4-yl)-6-methylmorpholin-2-yl)-2,6-dimethylbenzoic acid NC=1N=NC(=CC1N1C[C@H](O[C@H](C1)C)C1=CC(=C(C(=O)O)C(=C1)C)C)C1=C(C=CC=C1)O